(E)-2-(1-(3-oxo-3-phenylprop-1-en-1-yl)cyclopropyl)isoindoline-1,3-dione O=C(/C=C/C1(CC1)N1C(C2=CC=CC=C2C1=O)=O)C1=CC=CC=C1